4-hydroxy-3-methyl-1-pentene OC(C(C=C)C)C